ClC1=CC=C(C=C1)[C@@H]1N(C(CC2=CC(=C(C=C12)OC(C)C)OC)=O)C1=CC=C(C=C1)N(C[C@@H]1CC[C@H](CC1)N1CC(N(CC1)C)=O)C (S)-1-(4-chlorophenyl)-7-isopropoxy-6-methoxy-2-(4-{methyl-[4-(4-methyl-3-oxopiperazin-1-yl)-trans-cyclohexylmethyl]-amino}phenyl)-1,4-dihydro-2H-isoquinolin-3-one